BrC=1C=C(C=C(C1)C(F)(F)F)C(C)O 1-[3-bromo-5-(trifluoromethyl)phenyl]ethanol